N1CCC(CC1)CN1CCC(CC1)C1=CC=C(C=C1)NC1C(NC(CC1)=O)=O 3-((4-(1-(piperidin-4-ylmethyl)piperidin-4-yl)phenyl)amino)-piperidine-2,6-dione